(1s,4s)-4-(2-(2-oxaspiro[3.3]heptan-6-ylamino)-8-(2,6-dichloro-4-fluorophenylamino)-9H-purin-9-yl)cyclohexanecarboxamide C1OCC12CC(C2)NC2=NC=C1N=C(N(C1=N2)C2CCC(CC2)C(=O)N)NC2=C(C=C(C=C2Cl)F)Cl